O=C1N(CCC(N1)=O)C1=CC=C(C=C1)N1CCC(CC1)CN1CCN(CC1)C1=CC2=C(NC=3N(CC2)N=C(C3C(=O)N)C3=CC=C(C=C3)OC3=CC=CC=C3)C=C1 7-(4-((1-(4-(2,4-dioxotetrahydropyrimidin-1(2H)-yl)phenyl)piperidin-4-yl)methyl)piperazin-1-yl)-2-(4-phenoxyphenyl)-9,10-dihydro-4H-benzo[d]pyrazolo[1,5-a][1,3]diazepine-3-carboxamide